Diethyl ((3,4-dichlorophenyl)(2-hydroxyphenyl)methyl)phosphonate ClC=1C=C(C=CC1Cl)C(C1=C(C=CC=C1)O)P(OCC)(OCC)=O